CC1=C(C(=NC=C1)SC)C(=O)OC methyl 4-methyl-2-(methylsulfanyl)pyridine-3-carboxylate